2-(3,4-Dimethoxybenzylidene)-1-tetralone COC=1C=C(C=C2C(C3=CC=CC=C3CC2)=O)C=CC1OC